2-methyl-5-(5-(trifluoromethyl)pyridin-2-yl)morpholin isopropyl-(NE)-N-isopropoxycarbonyliminocarbamate C(C)(C)OC(/N=N/C(=O)OC(C)C)=O.CC1CNC(CO1)C1=NC=C(C=C1)C(F)(F)F